C(C=C)N(C1=C(C=CC=C1[N+](=O)[O-])C1OCCO1)S(N(C)C)(=O)=O N-allyl-N-(dimethylsulfamoyl)-2-(1,3-dioxolan-2-yl)-6-nitro-aniline